1-chloro-3-methoxypropane ClCCCOC